5-(2-Cyclopropyl-5-(trifluoromethoxy)phenyl)-1,3,4-oxadiazole-2-carboxylic acid ethyl ester C(C)OC(=O)C=1OC(=NN1)C1=C(C=CC(=C1)OC(F)(F)F)C1CC1